FC1=C2C=CNC(C2=C(C(=C1)F)OC)=O 5,7-difluoro-8-methoxyisoquinolin-1(2H)-one